The molecule is an acyl monophosphate(2-) in which the acyl group is specified as hexadecanoyl (palmitoyl), major species at pH 7.3. It is a conjugate base of a hexadecanoyl phosphate. CCCCCCCCCCCCCCCC(=O)OP(=O)([O-])[O-]